C(C)OC(=O)C1=C(C(N(C12CCN(CC2)OC)C)=O)C2=C(C=C(C=C2C)Cl)C 3-(4-chloro-2,6-dimethylphenyl)-8-methoxy-1-methyl-2-oxo-1,8-diazaspiro[4.5]dec-3-en-4-ylcarboxylic acid ethyl ester